NC1CCN(CC1)C(C(C)C)=O 1-(4-amino-1-piperidyl)-2-methyl-propan-1-one